3-(7-chloro-1,6-naphthyridin-2-yl)-N,N-dimethyl-aniline ClC1=NC=C2C=CC(=NC2=C1)C=1C=C(N(C)C)C=CC1